CN(C)C=O N,N'-dimethylformamide